(6-Hydroxy-10-(isopropylcarbamoyl)-[1,2,4]triazolo[5,1-a]isoquinoline-5-carbonyl)glycine OC1=C(N2C(C3=C(C=CC=C13)C(NC(C)C)=O)=NC=N2)C(=O)NCC(=O)O